4-(4,5-dimethyl-1H-benzo[d]imidazol-1-yl)-N-ethyl-N,2,2-trimethyl-2H-benzo[e][1,3]oxazin-7-amine CC1=C(C=CC=2N(C=NC21)C2=NC(OC1=C2C=CC(=C1)N(C)CC)(C)C)C